FC(C=1C(=C(C=CC1)[C@@H](C)NC=1C2=C(N=C(N1)C)N=CC(=C2)C2=CC(=CC=C2)F)F)F (R)-N-(1-(3-(difluoromethyl)-2-fluorophenyl)ethyl)-6-(3-fluorophenyl)-2-methylpyrido[2,3-d]pyrimidin-4-amine